2-(2,6-dichlorophenyl)-3-oxopyridazine-4-carboxylic acid ClC1=C(C(=CC=C1)Cl)N1N=CC=C(C1=O)C(=O)O